N1(CCC2=CC=CC=C12)CC1=NC2=CC=C(C=C2C(N1)=O)N1CCC(CC1)OC 2-(indolin-1-ylmethyl)-6-(4-methoxy-1-piperidyl)-3H-quinazolin-4-one